(Z)-3,4,5-Trimethoxy-4'-methylstilbene COC=1C=C(C=C(C1OC)OC)\C=C/C1=CC=C(C=C1)C